CC1=CC=CC(=N1)C(=O)N[C@@H](C(=O)N1CCC2(CC1)C(CN(C(C2)=O)C)C2=CC=CC=C2)C(C)C 6-methyl-N-((2R)-3-methyl-1-(9-methyl-10-oxo-7-phenyl-3,9-diazaspiro[5.5]undecan-3-yl)-1-oxobutan-2-yl)picolinamide